1-methyl-4-(3-nitrophenoxy)piperidine tert-butyl-N-[1-[4-(2,6-dibenzyloxy-3-pyridyl)-2,3-dihydro-1,4-benzoxazin-8-yl]-4-piperidyl]-N-methyl-carbamate C(C)(C)(C)OC(N(C)C1CCN(CC1)C1=CC=CC=2N(CCOC21)C=2C(=NC(=CC2)OCC2=CC=CC=C2)OCC2=CC=CC=C2)=O.CN2CCC(CC2)OC2=CC(=CC=C2)[N+](=O)[O-]